selenium disodium edetate C(N(CC(=O)[O-])CC(=O)[O-])CN(CC(=O)[O-])CC(=O)[O-].[Na+].[Na+].[Se+2]